3-(p-toluensulfonyl)-3-azabicyclo[3.1.0]hexane-6-carboxylic acid CC1=CC=C(C=C1)S(=O)(=O)N1CC2C(C2C1)C(=O)O